O-(3-azidopropyl)-N-methylhydroxylamine N(=[N+]=[N-])CCCONC